Cl.FC1=C(OC2CNC2)C(=C(C=C1F)F)F 3-(2,3,5,6-tetrafluorophenoxy)azetidine hydrochloride